tert-butyl (2R,3S,4S)-4-[(tert-butoxy carbonyl)oxy]-3-{[3-(2,4-dioxo-3H-pyrimidin-1-yl)propanoyl]oxy}-2-[(4-methoxyphenyl) methyl]pyrrolidine-1-carboxylate C(C)(C)(C)OC(=O)O[C@@H]1[C@H]([C@H](N(C1)C(=O)OC(C)(C)C)CC1=CC=C(C=C1)OC)OC(CCN1C(NC(C=C1)=O)=O)=O